ClC1=CC=C(C=2OCCNC21)S(=O)(=O)N[C@@H]([C@H](C)C2=C(C(=CC=C2F)C)C)C=2OC(NN2)=O 5-chloro-N-((1S,2R)-2-(6-fluoro-2,3-dimethylphenyl)-1-(5-oxo-4,5-dihydro-1,3,4-oxadiazol-2-yl)propyl)-3,4-dihydro-2H-benzo[b][1,4]oxazine-8-sulfonamide